N[C@H]1[C@@H](CN(CC1)C1=C(C=NC2=CC=C(C=C12)C1=C(C(=CC=C1)C#C)O)C1=CC(=CC(=C1)F)F)C(=O)OC(C)C propan-2-yl trans-4-amino-1-[3-(3,5-difluorophenyl)-6-(3-ethynyl-2-hydroxyphenyl)quinolin-4-yl]piperidine-3-carboxylate